azulenyl-carboxylic acid C1(=CC=C2C=CC=CC=C12)C(=O)O